C(=O)NC1=CC=C(C=C1)Cl formyl-4-chloroaniline